(R)-N4-(1-methoxyprop-2-yl)-7-(1H-pyrazol-5-yl)quinazoline-2,4-Diamine formate C(=O)O.COC[C@@H](C)NC1=NC(=NC2=CC(=CC=C12)C1=CC=NN1)N